FC1=CC2=C(N(C(=N2)N2C[C@H](C(CC2)(F)F)N)CC2=NC=C(C=C2)F)C(=C1)F (3R)-1-(5,7-Difluoro-1-((5-fluoro-2-pyridinyl)methyl)-1H-benzimidazol-2-yl)-4,4-difluoro-3-piperidinamin